C(C)N(CC)CCCN(CCOC(OC(CCCCC(=O)OCCCCCCC)CCCCCC)=O)CCOC(C(CCCCCC)CCCCCC)=O Heptyl 3-ethyl-13-hexyl-7-(2-((2-hexyloctanoyl)oxy)ethyl)-11-oxo-10,12-dioxa-3,7-diazaoctadecane-18-oate